BrC1=C(C(=O)OC)C=CC(=C1)N1CCC2(CC(C2C)N2[C@@H](COCC2)C2=C(C=CC=C2)C(C)C)CC1 methyl 2-bromo-4-{2-[(3R)-3-(2-isopropylphenyl)morpholin-4-yl]-1-methyl-7-azaspiro[3.5]nonan-7-yl}benzoate